2,2'-di(trifluoromethyl)-4,4'-dinitrobiphenyl FC(C1=C(C=CC(=C1)[N+](=O)[O-])C1=C(C=C(C=C1)[N+](=O)[O-])C(F)(F)F)(F)F